N-(4-fluorophenethyl)-2-(2-oxo-2,3-dihydro-1H-pyrido[2,3-b][1,4]thiazin-3-yl)acetamide FC1=CC=C(CCNC(CC2C(NC3=C(S2)N=CC=C3)=O)=O)C=C1